C=1NC2=C3C(N=CC=CC13)=NC=N2 2H-2,3,5,6-tetraazabenzo[cd]azulene